CC=1N=C(C=2N(C1)C=C(N2)C2=CC1=C(N=C(S1)C1CCN(CC1)C(=O)OC(C)(C)C)C(=C2)F)C tert-Butyl 4-[6-(6,8-dimethylimidazo[1,2-a]pyrazin-2-yl)-4-fluoro-1,3-benzothiazol-2-yl]piperidine-1-carboxylate